(S,E)-1-((1-((6-cyclohexyl-9H-purin-8-yl)methyl)-2-oxo-1,2-dihydropyridin-3-yl)amino)-7-(dimethylamino)-1,7-dioxohept-5-en-2-yl-dimethylcarbamat C1(CCCCC1)C1=C2N=C(NC2=NC=N1)CN1C(C(=CC=C1)NC([C@@H](CC\C=C\C(=O)N(C)C)CN(C([O-])=O)C)=O)=O